C(C=C)(=O)OC(CO[Si](OCC)(OCC)CCC1=CC=CC=C1)C acryloxy-methylphenethyltriethoxysilane